(S)-N5-cyclobutyl-N3-methyl-2-oxo-1-(1-phenylethyl)-1,2-dihydropyridine-3,5-dicarboxamide C1(CCC1)NC(=O)C=1C=C(C(N(C1)[C@@H](C)C1=CC=CC=C1)=O)C(=O)NC